(R)-N-((S)-1'-(4-amino-1-methyl-6-oxo-1,6-dihydropyrimidin-2-yl)-1,3-dihydrospiro[indene-2,4'-piperidin]-1-yl)-2-methylpropane-2-sulfinamide NC=1N=C(N(C(C1)=O)C)N1CCC2(CC1)[C@@H](C1=CC=CC=C1C2)N[S@](=O)C(C)(C)C